C1=CC=CC=2C3=CC=CC=C3N(C12)C1=C(C(=C(C(=N1)N1C2=CC=C(C=C2C=2C=C(C=CC12)C1=CC=CC=C1)C1=CC=CC=C1)N1C2=CC=C(C=C2C=2C=C(C=CC12)C1=CC=CC=C1)C1=CC=CC=C1)C1=NC=CC=C1)N1C2=CC=C(C=C2C=2C=C(C=CC12)C1=CC=CC=C1)C1=CC=CC=C1 9,9',9''-(6'-(9H-carbazol-9-yl)-[2,4'-bipyridine]-2',3',5'-triyl)tris(3,6-diphenyl-9H-carbazole)